ClC=1C=C(C=CC1Cl)C=1NC(C=2N(C1)N=C(C2C2CC(C2)(F)F)C(=O)OCC)=O ethyl 6-(3,4-dichlorophenyl)-3-(3,3-difluorocyclobutyl)-4-oxo-4,5-dihydropyrazolo-[1,5-a]pyrazine-2-carboxylate